N-[(1S)-1-[[(3-Amino-3-oxo-propyl)-(2-chloroacetyl)amino]carbamoyl]-3-methyl-butyl]-1H-pyrrolo[2,3-b]pyridine-2-carboxamide NC(CCN(C(CCl)=O)NC(=O)[C@H](CC(C)C)NC(=O)C1=CC=2C(=NC=CC2)N1)=O